(6-methoxy-2-pyridyl)-(1,2,3,4-tetrahydropyrido[2,3-b]pyrazin-3-yl)methanamine COC1=CC=CC(=N1)C(N)C1CNC2=C(N1)N=CC=C2